N-[(4S)-3,4-dihydro-2H-chromen-4-yl]-4,8-di(morpholin-4-yl)quinoline-3-carboxamide O1CC[C@@H](C2=CC=CC=C12)NC(=O)C=1C=NC2=C(C=CC=C2C1N1CCOCC1)N1CCOCC1